C1(CC1)([2H])C(N1C[C@@H](N(CC1)C(=O)OC(C)(C)C)C)([2H])[2H] tert-butyl (S)-4-((cyclopropyl-1-d)methyl-d2)-2-methylpiperazine-1-carboxylate